C(C)C(CO)(CCCCCC)O 2-ethyloctane-1,2-diol